Cl.ClC1=CC=C(C=C1)NC1=NC2=CC=CC=C2C(=C1)N1CCC(CC1)NC(C)(C)C 2-(4-chlorophenyl-amino)-4-(4-tert-butylaminopiperidin-1-yl)-quinoline hydrochloride